4-cyclopropyl-6-[difluoro(phenyl)methyl]-2-[4-(4-iodophenyl)sulfonylpiperazin-1-yl]pyrimidine C1(CC1)C1=NC(=NC(=C1)C(C1=CC=CC=C1)(F)F)N1CCN(CC1)S(=O)(=O)C1=CC=C(C=C1)I